Methyl 4-[{1S}-1-[[1-[(3R)-3-[3-(trifluoromethyl)phenoxy]pyrrolidin-1-yl]cyclohexane-1-carbonyl]amino]ethyl]benzoate FC(C=1C=C(O[C@H]2CN(CC2)C2(CCCCC2)C(=O)N[C@@H](C)C2=CC=C(C(=O)OC)C=C2)C=CC1)(F)F